CN(C(=O)NC1=CC(=CC(=C1)C(F)(F)F)C)C1CCN(CC1)C=1C=CC(=NC1)CC(=O)N (5-(4-(1-methyl-3-(3-methyl-5-(trifluoromethyl)phenyl)ureido)piperidin-1-yl)pyridin-2-yl)acetamide